CC1(CC1)CNC=1N=CC2=C(N1)NC=C2C2=CC=1N(C=C2)N=CC1C(=O)NC=1C=NC=CC1 5-(2-(((1-methylcyclopropyl)methyl)amino)-7H-pyrrolo[2,3-d]pyrimidin-5-yl)-N-(pyridin-3-yl)pyrazolo[1,5-a]pyridine-3-carboxamide